N-benzyl-2-bromo-N-[(2S)-2,3-dihydroxy-1-methyl-propyl]acetamide C(C1=CC=CC=C1)N(C(CBr)=O)C([C@@H](CO)O)C